(E)-1-(3-(4-((4-([1,2,4]triazolo[1,5-a]pyridin-7-yloxy)-3-methylphenyl)amino)pyrrolo[2,1-f][1,2,4]triazin-5-yl)azetidin-1-yl)-4-(piperidin-1-yl)but-2-en-1-one N=1C=NN2C1C=C(C=C2)OC2=C(C=C(C=C2)NC2=NC=NN1C2=C(C=C1)C1CN(C1)C(\C=C\CN1CCCCC1)=O)C